C(C1=CC=CC=C1)C1=CC(=NN1)C(=O)N[C@@H]1[C@H]2[C@@H](C3=C(N(C1=O)C)C=CC=C3)C2 5-benzyl-N-((1aR,2R,8bS)-4-methyl-3-oxo-1,1a,2,3,4,8b-hexahydrobenzo[b]cycloprop[d]azepin-2-yl)-1H-pyrazole-3-carboxamide